ClC=1C=C(C=CC1)N[C@H](CC(C)C)C(=O)N1[C@@H]2CC([C@H]([C@H]1C(=O)N[C@@H](C[C@H]1C(NCCC1)=O)C#N)CC2)(F)F (1S,3S,4S)-2-((3-chlorophenyl)-D-leucyl)-N-((S)-1-cyano-2-((S)-2-oxopiperidin-3-yl)ethyl)-5,5-difluoro-2-azabicyclo[2.2.2]octane-3-carboxamide